(N-[4-amino-5-[6-(4,4-dimethyl-1-piperidinyl)pyridine-3-carbonyl]thiazol-2-yl]-4-fluoro-anilino)propanamide NC=1N=C(SC1C(=O)C=1C=NC(=CC1)N1CCC(CC1)(C)C)N(C1=CC=C(C=C1)F)C(C(=O)N)C